O1CCN(CC1)C=1C=C2C(=NC1)N(N=C2C2CCN(CC2)C(=O)OC(C)(C)C)COCC[Si](C)(C)C tert-butyl 4-(5-morpholino-1-((2-(trimethylsilyl)ethoxy)methyl)-1H-pyrazolo[3,4-b]pyridin-3-yl)piperidine-1-carboxylate